3-(6-fluoropyridin-3-yl)-2-[4-(1-methylimidazol-5-yl)piperidin-1-yl]benzene-1-carbonitrile FC1=CC=C(C=N1)C=1C(=C(C=CC1)C#N)N1CCC(CC1)C1=CN=CN1C